5-(2-fluorophenyl)-1-(pyridine-3-sulfonyl)-1H-pyrrole-3-carboxamide FC1=C(C=CC=C1)C1=CC(=CN1S(=O)(=O)C=1C=NC=CC1)C(=O)N